O1C=2N(CC13CCN(CC3)C(=O)[O-])C=CC2 spiro[piperidine-4,2'-pyrrolo[2,1-b]oxazole]-1-carboxylate